ethyl (S)-3-(3-(4-hydroxy-1-methyl-2-oxo-1,2-dihydropyridin-3-yl)ureido)-3-(6-methoxy biphenyl-3-yl)propanoate OC1=C(C(N(C=C1)C)=O)NC(N[C@@H](CC(=O)OCC)C=1C=C(C(=CC1)OC)C1=CC=CC=C1)=O